BrCCCOC1=C2C(N(C(C2=CC=C1)=O)C=1C(=NC=CC1)C1=CC=CC=N1)=O 4-(3-Bromopropyloxy)-2-(2,6-bipyridin-3-yl)isoindoline-1,3-dione